C1(CCC1)C=1C(=NN(C1NC(=O)NC1CC(C1)(F)F)C)C1CC(CC1)(F)F 1-(4-cyclobutyl-3-(3,3-difluoro-cyclopentyl)-1-methyl-1H-pyrazol-5-yl)-3-(3,3-difluorocyclobutyl)urea